2-(4-(2-amino-2-oxoethyl)phenoxy)-2-methylpropanoic acid ethyl ester C(C)OC(C(C)(C)OC1=CC=C(C=C1)CC(=O)N)=O